1-nonadecanoyl-2-(5Z,8Z,11Z,14Z,17Z-eicosapentaenoyl)-glycero-3-phospho-(1'-sn-glycerol) CCCCCCCCCCCCCCCCCCC(=O)OC[C@H](COP(=O)(O)OC[C@H](CO)O)OC(=O)CCC/C=C\C/C=C\C/C=C\C/C=C\C/C=C\CC